N,N-dimethyl-2-nonyltricosan-12,15-dien-1-amine CN(CC(CCCCCCCCCC=CCC=CCCCCCCC)CCCCCCCCC)C